C(C)N1CCC(CC1)C=1C=C(C(=O)NC=2C=NC(=C(C2)NC2=NC=CC(=N2)C=2C=NC=CC2)C)C=C(C1)C(F)(F)F 3-(1-Ethyl-piperidin-4-yl)-N-[6-methyl-5-(4-pyridin-3-yl-pyrimidin-2-ylamino)-pyridin-3-yl]-5-trifluoromethyl-benzamide